C(C)N(C(=O)C1=C(C=CC(=C1)F)C=1C=2N(C=C(C1)C1CCC(CC1)NC(OC(C)(C)C)=O)C=NC2)C(C)C Tert-butyl N-[4-(8-{2-[ethyl(isopropyl)carbamoyl]-4-fluorophenyl}imidazo[1,5-a]pyridin-6-yl)cyclohexyl]carbamate